ClC=1C(=NC(=CC1)C#N)C(=O)OCC ethyl 3-chloro-6-cyanopicolinate